undec-1,3-dien-9-ol C=CC=CCCCCC(CC)O